CN(C(=O)N)C1=CC=CC=C1 1-methyl-1-phenylurea